COC(C(C)OC1=C(C(=NC=C1[N+](=O)[O-])N)Br)=O 2-((2-amino-3-bromo-5-nitropyridin-4-yl)oxy)propanoic acid methyl ester